(±)-cis-N-[8-chloro-6-(5-fluoro-4-methyl-3-pyridyl)-3-isoquinolyl]-2-fluoro-cyclopropanecarboxamide ClC=1C=C(C=C2C=C(N=CC12)NC(=O)[C@H]1[C@H](C1)F)C=1C=NC=C(C1C)F |r|